3,5-dihydroxy-2,4-bis-[(3''R-4''S-3'''R-4'''S)-p-menthenyl]-trans-stilbene OC=1C(=C(C=C(C1C1C=C(CCC1C(C)C)C)O)\C=C\C1=CC=CC=C1)C1C=C(CCC1C(C)C)C